2-[[4-[(E)-3-(3-Pyridin-2-yloxyphenyl)prop-2-enoyl]phenyl]sulfonylamino]acetic acid N1=C(C=CC=C1)OC=1C=C(C=CC1)/C=C/C(=O)C1=CC=C(C=C1)S(=O)(=O)NCC(=O)O